C[C@H]1[C@H]2[C@H](C[C@H]3[C@@H]4CC=C5CCCC[C@]5(C)[C@H]4CC[C@]23C)O[C@]12CC[C@H](C)CO2 (24S,25S)-spirost-5-ene